2,3-dinitrotoluene [N+](=O)([O-])C1=C(C)C=CC=C1[N+](=O)[O-]